(4-(6-(1H-benzo[d]imidazol-2-yl)pyridinoyl)piperazin-1-yl)(3-(4-methyl-1H-imidazol-1-yl) Phenyl) ketone N1C(=NC2=C1C=CC=C2)C2=CC=CC(=N2)C(=O)N2CCN(CC2)C2=C(C=CC=C2N2C=NC(=C2)C)C(=O)C2=C(C(=CC=C2)N2C=NC(=C2)C)N2CCN(CC2)C(=O)C2=NC(=CC=C2)C2=NC1=C(N2)C=CC=C1